N[C@H](CC1=C(C=2N=C(N=C(C2S1)NCC=1SC(=CN1)F)Cl)C)C 6-[(2S)-2-aminopropyl]-2-chloro-N-[(5-fluoro-1,3-thiazol-2-yl)methyl]-7-methylthieno[3,2-d]pyrimidin-4-amine